C(C1=CC=CC=C1)OC=1C=CC(=NC1Cl)CO (5-(benzyloxy)-6-chloropyridin-2-yl)methanol